Tert-butyl (S)-2-((3-((tert-butyldiphenylsilyl) oxy) propyl) carbamoyl)-4-oxopiperidine-1-carboxylate [Si](C1=CC=CC=C1)(C1=CC=CC=C1)(C(C)(C)C)OCCCNC(=O)[C@H]1N(CCC(C1)=O)C(=O)OC(C)(C)C